CN(C1=CC=C(C=C1)CNS(=O)(=O)C1=CC=C(C=C1)NC(NCC=1C=NC=CC1)=O)C 3-[4-({[4-(dimethylamino)phenyl]methyl}sulfamoyl)phenyl]-1-(pyridin-3-ylmethyl)urea